C(C)(C)(C)C1NC2=CC=C(C=C2CC1)Br tert-butyl-6-bromo-3,4-dihydro-2H-quinoline